C1(CC1)OC=1C=C(C(=O)O)C=CC1N(C(CN(S(=O)(=O)C1=C(C(=C(C(=C1F)F)F)F)F)CC1=C(C=CC=C1)C(F)(F)F)=O)CC=1N=NC=CC1 3-cyclopropoxy-4-(2-(N-(2-(trifluoromethyl)benzyl)-(2,3,4,5,6-pentafluoro-phenyl)sulfonamido)-N-(pyridazin-3-ylmethyl)acetamido)benzoic acid